benzyl (2-{(1r,4r)-4-[5-(hydrazinecarbonyl)-2-(trifluoromethyl)anilino]cyclohexyl}ethyl)carbamate N(N)C(=O)C=1C=CC(=C(NC2CCC(CC2)CCNC(OCC2=CC=CC=C2)=O)C1)C(F)(F)F